Di-n-amyl L-Tartrate C(=O)(OCCCCC)[C@H](O)[C@@H](O)C(=O)OCCCCC